3-methyl-N-(1-methylindolin-7-yl)pyridine-2-sulfonamide CC=1C(=NC=CC1)S(=O)(=O)NC=1C=CC=C2CCN(C12)C